C(=CC1=CC=CC=C1)/C(=C/C(=O)O)/C(=O)O styrenemaleic acid